4-fluoro-1-[2-(3-methyl-1H-pyrazol-1-yl)acetyl]-N-{phenyl[4-(propan-2-yl)phenyl]methyl}pyrrolidine-2-carboxamide FC1CC(N(C1)C(CN1N=C(C=C1)C)=O)C(=O)NC(C1=CC=C(C=C1)C(C)C)C1=CC=CC=C1